COC=1N=C2C(=C3C(=NC2=CC1COCCN1CCCC1)CCCC3)NC3CCOCC3 2-methoxy-N-(oxan-4-yl)-3-{[2-(pyrrolidin-1-yl)ethoxy]methyl}-6H,7H,8H,9H-cyclohexa[b]1,5-naphthyridin-10-amine